Cl.N[C@](C(=O)N1CCN(CC1)C(=O)NC1=NC(N(C=C1)C1=CC(=C(C=C1)CN1CCC(CC1)N)Cl)=O)(CO)C (S)-4-(2-Amino-3-hydroxy-2-methylpropanoyl)-N-(1-(4-((4-aminopiperidin-1-yl)methyl)-3-chlorophenyl)-2-oxo-1,2-dihydropyrimidin-4-yl)piperazine-1-carboxamide hydrochloride salt